CS(=O)(=O)C(C=O)CCS(=O)(=O)C 2,4-dimethyl-sulfonyl-butyraldehyde